1-(2-(benzyloxy)phenyl)-N-(3-fluoro-5-(methylsulfonamido)phenyl)-1H-pyrazole-4-carboxamide C(C1=CC=CC=C1)OC1=C(C=CC=C1)N1N=CC(=C1)C(=O)NC1=CC(=CC(=C1)NS(=O)(=O)C)F